C(C)(C)(C)OC(=O)N1C2CCCC1(C2)C2=NNC=N2.CS(=O)(C[C@@H]2[C@H](NC2)C)=NC(C2=CC=CC=C2)=O (methyl-(((2r,3s)-2-methylazetidin-3-yl)methyl)(oxo)-λ6-Sulfenyl)benzamide tert-butyl-1-(1H-1,2,4-triazol-3-yl)-6-azabicyclo[3.1.1]heptane-6-carboxylate